COC1=CC(=CN=N1)C=1C=C2N(N=CC=C2N2CC3CCC(C2)N3C3COC3)C1 6-(6-methoxypyridazin-4-yl)-4-(8-(oxetan-3-yl)-3,8-diazabicyclo[3.2.1]oct-3-yl)pyrrolo[1,2-b]pyridazine